(4-bromophenyl)sulfonylazetidine-1-carboxylic acid tert-butyl ester C(C)(C)(C)OC(=O)N1C(CC1)S(=O)(=O)C1=CC=C(C=C1)Br